BrC1=CSC2=C1N=C(N=C2Cl)C2CC2 7-bromo-4-chloro-2-cyclopropylthieno[3,2-d]pyrimidine